2-cyano-3,3-diphenyl-acrylic acid ethyl ester C(C)OC(C(=C(C1=CC=CC=C1)C1=CC=CC=C1)C#N)=O